[Si](C)(C)(C(C)(C)C)OCC1=C2C=C(N=CC2=CC=C1)C=1N=C(C2=C(N1)CCC2)N(CC(=O)NC=2C=NC(=CC2)C)C 2-[[2-(5-[[(tert-butyldimethylsilyl)oxy]methyl]isoquinolin-3-yl)-5H,6H,7H-cyclopenta[d]pyrimidin-4-yl](methyl)amino]-N-(6-methylpyridin-3-yl)acetamide